5-[(2R)-4-fluoro-6-hydroxy-2-{[(3-hydroxy-3-methylbutyl)amino]methyl}-2,3-dihydro-1-benzofuran-5-yl]-1λ6,2,5-thiadiazolidine-1,1,3-trione FC1=C(C(=CC2=C1C[C@@H](O2)CNCCC(C)(C)O)O)N2CC(NS2(=O)=O)=O